4-((S)-1-((S)-1-((1-(3,5-difluorobenzyl)-1H-imidazol-4-yl)amino)-1-oxopropan-2-yl)-4,4-difluoropiperidin-3-yl)pyridine 1-oxide FC=1C=C(CN2C=NC(=C2)NC([C@H](C)N2C[C@@H](C(CC2)(F)F)C2=CC=[N+](C=C2)[O-])=O)C=C(C1)F